OC1=C2C3C(C(OC2=CC(=C1C(=O)NCCC(=O)O)CCCCC)(C)C)CCC(=C3)C 3-(1-hydroxy-6,6,9-trimethyl-3-pentyl-6a,7,8,10a-tetrahydro-6H-benzo[c]chromene-2-carboxamido)propanoic acid